tert-butyl N-[5-(3-pyrrolidin-1-ylpropoxy)-2,3-dihydro-1,4-benzodioxin-7-yl]carbamate N1(CCCC1)CCCOC1=CC(=CC=2OCCOC21)NC(OC(C)(C)C)=O